ClC1=C(C(=CC=C1)C)NC(=O)C1=CN=C(S1)NC1=NC(=NC(=C1)N1CCN(CC1)CCCN1CCC(CC1)C1=CC=C(C=C1)C1C(NC(CC1)=O)=O)C N-(2-Chloro-6-Methylphenyl)-2-((6-(4-(3-(4-(4-(2,6-Dioxopiperidin-3-Yl)Phenyl)Piperidin-1-Yl)Propyl)Piperazin-1-Yl)-2-Methylpyrimidin-4-Yl)Amino)Thiazole-5-Carboxamide